tetrabutyl-hexylphosphine C(CCC)C(C(P)(CCCC)CCCC)(CCCC)CCCC